(S)-3-((R)-((4-cyanophenethyl)amino)(phenyl)methyl)-2,3-dihydro-1H-pyrido[2,3-b][1,4]oxazine-7-sulfonamide C(#N)C1=CC=C(CCN[C@@H]([C@@H]2CNC3=C(O2)N=CC(=C3)S(=O)(=O)N)C3=CC=CC=C3)C=C1